10-undecenylsilylbis-(gamma-trimethoxysilylpropyl)amine C(CCCCCCCCC=C)[SiH2]N(CCC[Si](OC)(OC)OC)CCC[Si](OC)(OC)OC